Benzyl 2-ethylhexyl phthalate C(C=1C(C(=O)OCC(CCCC)CC)=CC=CC1)(=O)OCC1=CC=CC=C1